C(C(=C)C)(=O)OCCS(=O)C 2-(methyl sulfinyl)ethyl methacrylate